Cl.N[C@@H]1CC[C@H](OC1)CN1CCC2(CN(C2)C2=NC=NC=C2OC2=C(C=C(C=C2)F)C(=O)N2[C@@H](COC[C@H]2C)C)CC1 (2-((4-(7-(((2S,5R)-5-Aminotetrahydro-2H-pyran-2-yl)methyl)-2,7-diazaspiro[3.5]nonan-2-yl)pyrimidin-5-yl)oxy)-5-fluorophenyl)((3R,5R)-3,5-dimethylmorpholino)methanone, hydrochloride